C(C)(=O)N1CCC2=CC(=CC=C12)C(CCN1CCN(CC1)C1=CC(=CC=C1)Cl)=O 1-(1-Acetylindolin-5-yl)-3-(4-(3-chlorophenyl)piperazin-1-yl)propan-1-one